5-(3-(4-amino-3,5-difluorobenzoyl)indolizin-8-yl)-4-chloro-1,2-dimethyl-1H-benzo[d]imidazole-6-carbonitrile NC1=C(C=C(C(=O)C2=CC=C3C(=CC=CN23)C2=C(C3=C(N(C(=N3)C)C)C=C2C#N)Cl)C=C1F)F